CC1=C(C=2N(N=C1N1CC=3C=C(C=NC3CC1)NCC1OCCC1)C=NN2)C 6-(7,8-dimethyl-[1,2,4]triazolo[4,3-b]pyridazin-6-yl)-N-(tetrahydrofuran-2-ylmethyl)-7,8-dihydro-5H-1,6-naphthyridin-3-amine